tert-butyl (3R,4R)-3-((2-chloro-5-fluoro-7-tosyl-7H-pyrrolo[2,3-d]pyrimidin-4-yl)amino)-4-methylpiperidine-1-carboxylate ClC=1N=C(C2=C(N1)N(C=C2F)S(=O)(=O)C2=CC=C(C)C=C2)N[C@H]2CN(CC[C@H]2C)C(=O)OC(C)(C)C